NC=1C=NN2C1C=CC(=C2)N 3,6-diaminopyrazolo[1,5-a]Pyridine